FC(CF)(F)OC(CF)(F)F bis(1,1,2-trifluoroethyl) ether